C12N(CC(NC1)CC2)C=2C1=C(N=C(N2)OC([2H])([2H])[C@]23CCC(N3C[C@@H](C2)F)([2H])[2H])C(=C(N=C1)C1=CC(=CC2=CC=C(C(=C12)CC)F)O)F 4-(4-(2,5-Diazabicyclo[2.2.2]octan-2-yl)-8-fluoro-2-(((2R,7aS)-2-fluorotetrahydro-1H-pyrrolizin-7a(5H)-yl-5,5-d2)methoxy-d2)pyrido[4,3-d]pyrimidin-7-yl)-5-ethyl-6-fluoronaphthalen-2-ol